(4-methyl-1-(4-nitrophenyl)piperazin-2-yl)methanol CN1CC(N(CC1)C1=CC=C(C=C1)[N+](=O)[O-])CO